6-(((3S,4S)-3-fluorotetrahydro-2H-pyran-4-yl)oxy)-7-methoxy-4-(1-methyl-3-phenyl-1H-pyrazol-4-yl)quinazoline F[C@H]1COCC[C@@H]1OC=1C=C2C(=NC=NC2=CC1OC)C=1C(=NN(C1)C)C1=CC=CC=C1